Cl.NC/C(/CN1N=CC=2C(N(C=CC21)C2CC2)=O)=C\F (E)-1-(2-(aminomethyl)-3-fluoroallyl)-5-cyclopropyl-1,5-dihydro-4H-pyrazolo[4,3-c]pyridin-4-one hydrochloride